(2,3-difluorophenyl)-N-[(3S)-9-fluoro-2-oxo-5-phenyl-1,3-dihydro-1,4-benzodiazepine-3-yl]Pyrazolo[1,5-a]Pyrimidine-3-carboxamide FC1=C(C=CC=C1F)C1=NN2C(N=CC=C2)=C1C(=O)N[C@@H]1C(NC2=C(C(=N1)C1=CC=CC=C1)C=CC=C2F)=O